SC1=NC2=C(N1CCC(=O)O)C=CC=C2 3-(2-mercapto-1H-benzo[d]imidazol-1-yl)propanoic acid